Dimethyl 4-methylisophthalate CC1=C(C=C(C(=O)OC)C=C1)C(=O)OC